bis(4-amino-3-ethyl-5-methylcyclohexyl)methane NC1C(CC(CC1C)CC1CC(C(C(C1)C)N)CC)CC